(3-bromo-1-methyl-pyrrolo[2,3-b]pyridin-5-yl)propan-2-ol BrC1=CN(C2=NC=C(C=C21)CC(C)O)C